butyl (S)-3-(5-(3-iodophenyl)-3-ureidothiophene-2-carboxamido)piperidine-1-carboxylate IC=1C=C(C=CC1)C1=CC(=C(S1)C(=O)N[C@@H]1CN(CCC1)C(=O)OCCCC)NC(=O)N